5-BROMO-6-METHOXYINDOLE-3-CARBOXALDEHYDE BrC=1C=C2C(=CNC2=CC1OC)C=O